[Ge]=O.[In] indium-germanium oxide